BrC1=C(C=CC(=C1Cl)OC)C 2-bromo-3-chloro-4-methoxy-1-methylbenzene